CC=1C(=NC(=NC1)C(F)(F)F)N1C(C2(CC1)CCN(CC2)C(=O)OC(C)(C)C)=O tert-butyl 2-(5-methyl-2-(trifluoromethyl)pyrimidin-4-yl)-1-oxo-2,8-diazaspiro[4.5]decane-8-carboxylate